CC1=CN=C2N1C=CC(=C2)NC(C(N2[C@H](CC[C@@H](C2)C)C=2C=CC1=C(N=C(S1)C1CCN(CC1)C)C2)=O)=O N-(3-methylimidazo[1,2-a]pyridin-7-yl)-2-oxo-2-[(2R,5S)-5-methyl-2-[2-(1-methyl-4-piperidyl)-1,3-benzothiazol-5-yl]-1-piperidyl]acetamide